BrC1=NC=C(C=C1OCOC)F 2-bromo-5-fluoro-3-(methoxymethoxy)pyridine